Cumyl-Phenol Acrylate C(C=C)(=O)OC1=C(C=CC=C1)C(C)(C)C1=CC=CC=C1